mercapto-para-menthan SC1(CCC(CC1)C(C)C)C